(S)-3-(3-((4-cyanophenyl)amino)-4-((S)-2,2,2-trifluoro-1-methoxyethyl)phenyl)pentanoic acid C(#N)C1=CC=C(C=C1)NC=1C=C(C=CC1[C@@H](C(F)(F)F)OC)[C@H](CC(=O)O)CC